1-methyl-4-((4-(trifluoromethyl)pyridin-2-yl)oxy)-1H-pyrazole-5-carboxylic acid CN1N=CC(=C1C(=O)O)OC1=NC=CC(=C1)C(F)(F)F